5-((4-((tert-butyldimethylsilyl)oxy)cyclohexyl)oxy)-1,3,4-thiadiazol-2-amine [Si](C)(C)(C(C)(C)C)OC1CCC(CC1)OC1=NN=C(S1)N